OC=1C=C2C=CC=C(C2=CC1)C#N 6-hydroxyl-naphthonitrile